C(=O)(O)C1=CC=C(NC([C@H](CC2=CC=NC=C2)NC(=O)NCCCC[C@H](NS(=O)(=O)C2=CC(=C(C=C2)Cl)C(F)(F)F)C(=O)O)=O)C=C1 N6-{[(2S)-1-(4-carboxyanilino)-1-oxo-3-(pyridin-4-yl)propan-2-yl]carbamoyl}-N2-[4-chloro-3-(trifluoromethyl)benzene-1-sulfonyl]-L-lysine